FC(CN1N=NC2=C1C=C(C=C2)C=2C=CN1N=C(N=C(C12)OC)N[C@@H]1CC(N(CC1)C)=O)F (S)-4-((5-(1-(2,2-difluoroethyl)-1H-benzo[d][1,2,3]triazol-6-yl)-4-methoxypyrrolo[2,1-f][1,2,4]triazin-2-yl)amino)-1-methylpiperidin-2-one